styrenemaleate C(=CC1=CC=CC=C1)/C(=C/C(=O)[O-])/C(=O)[O-]